N1C(=CC2=CC=CC=C12)CCNS(=O)(=O)C1=CC=C(C=C1)OCCCC N-(2-(1H-indol-2-yl)ethyl)-4-butoxybenzenesulfonamide